3-chloro-N,N-dimethyl-5-(2-methylsulfanyl-6'-vinyl-spiro[5,8-dihydropyrano[4,3-d]pyrimidine-7,1'-indane]-4-yl)-4,6,7,8-tetrahydropyrazolo[1,5-a][1,4]diazepine-2-carboxamide ClC=1C(=NN2C1CN(CCC2)C=2C1=C(N=C(N2)SC)CC2(CCC3=CC=C(C=C23)C=C)OC1)C(=O)N(C)C